CN1CCN(CC1)C1=CC=C(C=C1)C=1C=NC=2N(C1)N=CC2 6-[4-(4-Methylpiperazin-1-yl)phenyl]pyrazolo[1,5-a]pyrimidin